tert-butyl (2R,3S,4S)-3-(acetyloxy)-2-[(4-aminophenyl)methyl]-4-[(tert-butoxycarbonyl)oxy]pyrrolidine-1-carboxylate C(C)(=O)O[C@H]1[C@H](N(C[C@@H]1OC(=O)OC(C)(C)C)C(=O)OC(C)(C)C)CC1=CC=C(C=C1)N